3-{4-[(2-aminoethyl)amino]-1,2,5-oxadiazol-3-yl}-4-(3-bromo-4-fluorophenyl)-1,2,4-oxadiazol-5(4H)-one hydrochloride Cl.NCCNC=1C(=NON1)C1=NOC(N1C1=CC(=C(C=C1)F)Br)=O